1-(4-cyclobutyl-3-(3,4-difluorophenyl)-1-methyl-1H-pyrazol-5-yl)-3-(3,3-difluorocyclobutyl)urea C1(CCC1)C=1C(=NN(C1NC(=O)NC1CC(C1)(F)F)C)C1=CC(=C(C=C1)F)F